C(C)(C)N1CCN(CC1)C1=CC=C(C=C1)C1=C(CCC2=CC=C(C=C12)OC)C1=CC=C(N(C)C)C=C1 4-(1-(4-(4-isopropylpiperazin-1-yl)phenyl)-7-methoxy-3,4-dihydronaphthalen-2-yl)-N,N-dimethylaniline